ClC=1C=2N(C=C(C1)S(=O)(=O)N(CC1=C(C=C(C=C1)OC)OC)C1(COC1)C#N)C(=NC2)C=2SC(=NN2)C(F)F 8-Chloro-N-(3-cyanooxetan-3-yl)-3-(5-(difluoromethyl)-1,3,4-thiadiazol-2-yl)-N-(2,4-dimethoxybenzyl)imidazo[1,5-a]pyridine-6-sulfonamide